benzyl 4-amino-3-chloro-6-(4-chloro-2-fluoro-3-methoxyphenyl)-5-fluoropicolinate NC1=C(C(=NC(=C1F)C1=C(C(=C(C=C1)Cl)OC)F)C(=O)OCC1=CC=CC=C1)Cl